N-[4-formyl-2-(4-hydroxy-but-1-ynyl)-phenyl]-acetamide C(=O)C1=CC(=C(C=C1)NC(C)=O)C#CCCO